FC(OC=1C=C(C=C(C1)F)C1=CC=2N(CC3N(C2N=C1)CCN(C3)C(=O)OCC3=CC=CC=C3)S(=O)(=O)C3=CC(=CC=C3)C(F)(F)F)F benzyl 3-(3-(difluoromethoxy)-5-fluorophenyl)-5-(3-(trifluoromethyl) phenylsulfonyl)-6a,7,9,10-tetrahydro-5H-pyrazino[1,2-a]pyrido[3,2-e]pyrazine-8(6H)-carboxylate